FC1(CN(CC1)C1=NC(=C2C(=N1)N(N=C2)C2=CC=C(C=C2)F)NC(=O)C=2SC(=CC2)[N+](=O)[O-])F N-(6-(3,3-difluoropyrrolidin-1-yl)-1-(4-fluorophenyl)-1H-pyrazolo[3,4-d]pyrimidin-4-yl)-5-nitrothiophene-2-carboxamide